NC1=NC=2C=NC(=CC2C2=C1COC2)C(=O)N2[C@@H](COC[C@@H]2C=2C=NC(=CC2)C(F)(F)F)C (4-amino-1,3-dihydrofuro[3,4-c][1,7]naphthyridin-8-yl)((3R,5S)-3-methyl-5-(6-(trifluoromethyl)-3-pyridinyl)-4-morpholinyl)methanone